C1(CC1)OC=1C=CC(=NC1)C1=NSC(=N1)NC1=NC=CC=C1OC 3-(5-cycloprop-oxypyridin-2-yl)-N-(3-methoxypyridin-2-yl)-1,2,4-thiadiazol-5-amine